p-phenylaniline-2-d C1(=CC=CC=C1)C=1C=C(C(N)=CC1)[2H]